cyclohexyl-(piperazin-1-yl)methanone C1(CCCCC1)C(=O)N1CCNCC1